FC1(CN(CC12CNC2)C[C@@H](CC(=O)OC)C2=CC(=CC=C2)N2N=C(C=C2C)C)F methyl (S)-4-(8,8-difluoro-2,6-diazaspiro[3.4]octan-6-yl)-3-(3-(3,5-dimethyl-1H-pyrazol-1-yl)phenyl)butanoate